C(C)(C)C1=C(NC2=CC=C(C=C12)C1CCN(CC1)CCO)C=1C=C(C=2N(C1)N=CN2)C 2-(4-(3-isopropyl-2-(8-methyl-[1,2,4]triazolo[1,5-a]pyridin-6-yl)-1H-indol-5-yl)piperidin-1-yl)ethan-1-ol